6-(4-Fluorophenyl)-8-methoxy-N-(1-(3-(pyridin-4-yl)-1,2,4-oxadiazol-5-yl)ethyl)quinazolin-4-amine FC1=CC=C(C=C1)C=1C=C2C(=NC=NC2=C(C1)OC)NC(C)C1=NC(=NO1)C1=CC=NC=C1